CC=1C=CC=C(C=C)C1 5-methylstyrene